sodium CArbonATe C([O-])([O-])=O.[Na+].[Na+]